C(C)(C)C1=C(C=CC(=C1)C)CCC=O 3-(2-isopropyl-4-methylphenyl)propanal